2,2,6,6-tetramethyl-4-oxopiperidine CC1(NC(CC(C1)=O)(C)C)C